O1[C@H](COCC1)CN1N=C2C3=C(C[C@H](C2=C1)C)OC(=C3C(F)(F)F)C(=O)NCC3=NC=CN=C3 (4R)-2-{[(2S)-1,4-dioxan-2-yl]methyl}-4-methyl-N-[(pyrazin-2-yl)methyl]-8-(trifluoromethyl)-4,5-dihydro-2H-furo[2,3-g]indazole-7-carboxamide